1,1-dioxo-2,6-bis(4-fluorophenyl)-4-(dicyanomethylene)thiopyran O=S1(C(=CC(C=C1C1=CC=C(C=C1)F)=C(C#N)C#N)C1=CC=C(C=C1)F)=O